(S)-N-((4-carbamimidoylthiophen-2-yl)methyl)-7-((4'-(trifluoromethyl)-[1,1'-biphenyl]-4-carbonyl)glycyl)-1,4-dioxa-7-azaspiro[4.4]nonane-8-carboxamide C(N)(=N)C=1C=C(SC1)CNC(=O)[C@H]1N(CC2(OCCO2)C1)C(CNC(=O)C1=CC=C(C=C1)C1=CC=C(C=C1)C(F)(F)F)=O